COC1=NC=CC(=C1)C1=CC(=NN1)C(=O)N1CCC(CC1)(C(=O)NC1CCC(CC1)C)C 1-[5-(2-methoxypyridin-4-yl)-1H-pyrazole-3-carbonyl]-4-methyl-N-(4-methylcyclohexyl)piperidine-4-carboxamide